COC1=CC=C(C=C1)C1=NN2C(=NC=3C(=CC=CC3C2=N1)C(C)C)N[C@H]1C(NCCCC1)=O (3R)-3-{[2-(4-methoxyphenyl)-7-(propan-2-yl)[1,2,4]triazolo[1,5-c]quinazolin-5-yl]amino}azepan-2-one